1-(cyano-L-prolyl)-N-methyl-4-(4-(trifluoromethyl)phenyl)indoline-6-carboxamide C(#N)N1[C@@H](CCC1)C(=O)N1CCC2=C(C=C(C=C12)C(=O)NC)C1=CC=C(C=C1)C(F)(F)F